ClC=1C(=C(C=C(C1)F)[C@H](CC)N1C(C2=CC=CC=C2C1=O)=O)CO (S)-2-(1-(3-chloro-5-fluoro-2-(hydroxymethyl)phenyl)propyl)isoindoline-1,3-dione